NC1=CC(=C2NCCC(CCCC(C3=NN=C(C1=N2)O3)(O)C(F)(F)F)(C)C)C(F)(F)F 17-Amino-10,10-dimethyl-6,15-bis(trifluoromethyl)-19-oxa-3,4,13,18-tetrazatricyclo[12.3.1.12,5]nonadeca-1(18),2,4,14,16-pentaen-6-ol